1-N-[4-[7-amino-6-(methylcarbamoyl)quinolin-4-yl]oxyphenyl]-1-N'-(4-fluorophenyl)cyclopropane-1,1-dicarboxamide NC1=C(C=C2C(=CC=NC2=C1)OC1=CC=C(C=C1)NC(=O)C1(CC1)C(=O)NC1=CC=C(C=C1)F)C(NC)=O